dimethyl suberimidate-HCl Cl.C(CCCCCCC(OC)=N)(OC)=N